(S)-3-(4-((difluoromethyl)sulfonamido)-3-(1-(4-fluorophenyl)ethoxy)phenyl)-5-((5-methylpyrazin-2-yl)amino)-1H-pyrazole-4-carboxamide FC(S(=O)(=O)NC1=C(C=C(C=C1)C1=NNC(=C1C(=O)N)NC1=NC=C(N=C1)C)O[C@@H](C)C1=CC=C(C=C1)F)F